FC(C(=O)O)(F)F.ClC1=CC=C(C=N1)C1=CC=C(C=C1)NC1=NC=C(C(=N1)NC=1C=CC2=C(NC(O2)=O)C1)C 5-(2-(4-(6-chloropyridin-3-yl)phenylamino)-5-methylpyrimidin-4-ylamino)benzo[d]oxazol-2(3H)-one trifluoroacetate salt